COC(=O)[C@H]1N(CCOC1)C(=O)C1(CC1)C1=CC=C(C=C1)OC(F)(F)F (3S)-4-[1-[4-(trifluoromethoxy)phenyl]cyclopropanecarbonyl]morpholine-3-carboxylic acid methyl ester